[(tert-butoxy)carbonylamino]pentanoic acid C(C)(C)(C)OC(=O)NC(C(=O)O)CCC